BrC1=CC(=C(C(=C1)F)[C@H]1N([C@@H](CC2=CC(=CC=C12)O)C)C1=CC=C(C=C1)Cl)F (1S,3R)-1-(4-bromo-2,6-difluorophenyl)-2-(4-chlorophenyl)-3-methyl-1,2,3,4-tetrahydroisoquinolin-6-ol